N1C=NC(=C1)C[C@@H](C(=O)NC)NC(=O)C=1N=C(SC1)[C@H]1N(C[C@@H](C1)N)C(=O)C=1N=C2N(C=C(C=C2)Cl)C1 N-((S)-3-(1H-Imidazol-4-yl)-1-(methylamino)-1-oxopropan-2-yl)-2-((2S,4R)-4-amino-1-(6-chloroimidazo[1,2-a]pyridin-2-carbonyl)pyrrolidin-2-yl)thiazol-4-carboxamid